BrC1C(C=C)(C=CC=C1)C1=C(C=CC=C1)OCOC 2-bromo-1-(2-methoxymethoxyphenyl)-styrene